tert-butyl (2R,5S)-5-{[(benzyloxy)carbonyl]amino}-2-{5-[4-(trifluoromethyl)phenyl]-1,3,4-oxadiazol-2-yl}piperidine-1-carboxylate C(C1=CC=CC=C1)OC(=O)N[C@H]1CC[C@@H](N(C1)C(=O)OC(C)(C)C)C=1OC(=NN1)C1=CC=C(C=C1)C(F)(F)F